CC1=C(C2=CC=CC=C2N1CC(=O)NC3CCCCC3)C=O N-CYCLOHEXYL-2-(3-FORMYL-2-METHYL-INDOL-1-YL)-ACETAMIDE